C[C@@H]1N=C(SC1(C)C)C(=O)C1=CNC2=CC=CC=C12 methyl-(S)-2-(1H-indole-3-carbonyl)-5,5-dimethyl-4,5-dihydrothiazole